FC1=C(C#N)C=C(C=C1)C(C)C1=C(C=CC2=C1NC(=NS2(=O)=O)NCC2=CC(=CC=C2)F)F 2-fluoro-5-(1-(6-fluoro-3-((3-fluorobenzyl)amino)-1,1-dioxido-4H-benzo[e][1,2,4]thiadiazin-5-yl)ethyl)benzonitrile